{4-[1-(3-Amino-5-trifluoromethyl-phenyl)-ethylamino]-1,3-dihydro-2,5,6,8a-tetraaza-as-indacen-2-yl}-(4-methoxy-tetrahydro-pyran-4-yl)-methanone NC=1C=C(C=C(C1)C(F)(F)F)C(C)NC=1C=2CN(CC2N2C=CN=C2N1)C(=O)C1(CCOCC1)OC